BrC1=CC=C(C=C1)C1[C@H]2N(CCC1)[C@H](CO2)C2=CC=CC=C2 (3S,8aS)-8-(4-bromophenyl)-3-phenylhexahydro-5H-oxazolo[3,2-a]pyridine